2-chloro-4-(2-ethoxypyridin-3-yl)-5-methylpyrimidine ClC1=NC=C(C(=N1)C=1C(=NC=CC1)OCC)C